pentanitrobenzene [N+](=O)([O-])C=1C(=C(C(=C(C1)[N+](=O)[O-])[N+](=O)[O-])[N+](=O)[O-])[N+](=O)[O-]